6'-{3-[(3-phenylpropyl)amino]propoxy}-2',3'-dihydrospiro[cyclohexane-1,1'-indene]-4-carboxylic acid C1(=CC=CC=C1)CCCNCCCOC1=CC=C2CCC3(C2=C1)CCC(CC3)C(=O)O